C1(C(C=CC=C1)C)(C)[NH3+] xylenylammonium